1-octyl-4-[4-(4-cyano-phenylazo)phenyl]piperazine C(CCCCCCC)N1CCN(CC1)C1=CC=C(C=C1)N=NC1=CC=C(C=C1)C#N